2-(5-(trifluoromethyl)-1,3,4-thiadiazol-2-yl)-2,8-diazaspiro[4.5]decan-1-one FC(C1=NN=C(S1)N1C(C2(CC1)CCNCC2)=O)(F)F